7-({[5-(4-{[(2,4-dimethoxyphenyl)methyl]amino}-7H-pyrrolo[2,3-d]pyrimidin-7-yl)pyridin-3-yl]oxy}methyl)-N-methylquinolin-2-amine COC1=C(C=CC(=C1)OC)CNC=1C2=C(N=CN1)N(C=C2)C=2C=C(C=NC2)OCC2=CC=C1C=CC(=NC1=C2)NC